NC(CC[C@@H](CO[Si](C1=CC=CC=C1)(C1=CC=CC=C1)C(C)(C)C)NC(OC(C)(C)C)=O)C(C)C tert-butyl ((2S)-5-amino-1-((tert-butyldiphenylsilyl)oxy)-6-methylheptan-2-yl)carbamate